Natrium terephthalamat C(C1=CC=C(C(=O)N)C=C1)(=O)[O-].[Na+]